(1S,2R)-2-(Toluene-4-sulfonyl)-cyclopentanecarboxylic acid (1,1-difluoro-spiro[2.5]oct-6-yl)-(4-methyl-benzyl)-amide FC1(CC12CCC(CC2)N(C(=O)[C@H]2[C@@H](CCC2)S(=O)(=O)C2=CC=C(C)C=C2)CC2=CC=C(C=C2)C)F